ethyl [(1R,5S,6R)-3-{5-cyclopropyl-2-[(2S,3R)-3-hydroxy-2-methylazetidin-1-yl]-6-(trifluoromethyl)pyrimidin-4-yl}-3-azabicyclo[3.1.0]hex-6-yl]acetate C1(CC1)C=1C(=NC(=NC1C(F)(F)F)N1[C@H]([C@@H](C1)O)C)N1C[C@@H]2C([C@@H]2C1)CC(=O)OCC